1-(3-(benzo[d][1,3]dioxol-5-yl)-6-(5,5,5-trifluoropentyl)pyrazin-2-yl)piperidine-4-carboxylic acid O1COC2=C1C=CC(=C2)C=2C(=NC(=CN2)CCCCC(F)(F)F)N2CCC(CC2)C(=O)O